ClC1=C(C(=CC=C1)C)CN(C1=C(C(=NC=N1)NCC1=CC=C(C=C1)CC(=O)N)F)C1CC1 2-[4-[[[6-[(2-chloro-6-methyl-phenyl)methyl-cyclopropyl-amino]-5-fluoro-pyrimidin-4-yl]amino]methyl]phenyl]acetamide